2-deoxy-5-O-(4,4'-dimethoxytrityl)-β-D-erythro-pentofuranosyl azide COC1=CC=C(C(C2=CC=C(C=C2)OC)(C2=CC=CC=C2)OC[C@@H]2[C@H](C[C@@H](O2)N=[N+]=[N-])O)C=C1